(±)-cis-N-[8-chloro-6-(1,4-dimethyl-2-oxo-3-pyridyl)-3-isoquinolyl]-2-fluoro-cyclopropanecarboxamide ClC=1C=C(C=C2C=C(N=CC12)NC(=O)[C@H]1[C@H](C1)F)C=1C(N(C=CC1C)C)=O |r|